C(#N)C=1C=CC(=NC1C(F)(F)F)[C@@H](NC(=O)N1[C@@H](C(NCC1)=O)C)C1=CC(=C(C=C1)OC(F)(F)F)F (2R)-N-((S)-(5-cyano-6-(trifluoromethyl)pyridin-2-yl)(3-fluoro-4-(trifluoromethoxy)phenyl)methyl)-2-methyl-3-oxopiperazine-1-carboxamide